2-((6-(1-(4-chloro-2-fluorophenyl)ethoxy)-3',6'-dihydro-[2,4'-bipyridin]-1'(2'H)-yl)methyl)-1-(((S)-oxetan-2-yl)methyl)-1H-benzo[d]imidazole-6-carboxylic acid ClC1=CC(=C(C=C1)C(C)OC1=CC=CC(=N1)C=1CCN(CC1)CC1=NC2=C(N1C[C@H]1OCC1)C=C(C=C2)C(=O)O)F